CN1N=CC(=C1)C=1C=CC=2N(C1)N=CC2N2CCN(CC2)C(=O)OCC2=C(C=CC=C2)C(N)=O 2-carbamoylbenzyl 4-(6-(1-methyl-1H-pyrazol-4-yl)pyrazolo[1,5-a]pyridin-3-yl)piperazine-1-carboxylate